Trans-methyl 4-[[2-chloro-6-[4-[4-[(4R)-4-(tert-butoxycarbonylamino)-2-oxo-pyrrolidin-1-yl]phenyl]sulfonylpiperazin-1-yl]-4-pyridyl]-difluoro-methyl]cyclohexanecarboxylate ClC1=NC(=CC(=C1)C([C@@H]1CC[C@H](CC1)C(=O)OC)(F)F)N1CCN(CC1)S(=O)(=O)C1=CC=C(C=C1)N1C(C[C@H](C1)NC(=O)OC(C)(C)C)=O